ethyl 3,3-dimethyl-4-nitrobutanoate CC(CC(=O)OCC)(C[N+](=O)[O-])C